(2-pyridyl)-2-hydroxycarbazole N1=C(C=CC=C1)C1=C(C=CC=2C3=CC=CC=C3NC12)O